8-nitroquinolin-3-amine [N+](=O)([O-])C=1C=CC=C2C=C(C=NC12)N